6-bromo-5-methoxy-3-methylbenzo[d]oxazol-2(3H)-one BrC1=CC2=C(N(C(O2)=O)C)C=C1OC